6-(propan-2-yl)-6,7-dihydro-4H-pyrazolo[1,5-a]pyrrolo[3,4-d]pyrimidine CC(C)N1C=C2NC=3N(C=C2C1)N=CC3